C1(CC1)C1C(N(C1C1=C(C=C(C=C1F)OCCC(F)F)F)C1=CC2=C(N(C=N2)COCC[Si](C)(C)C)C=C1)=O 3-cyclopropyl-4-(4-(3,3-difluoropropoxy)-2,6-difluorophenyl)-1-(1-((2-(trimethylsilyl)ethoxy)methyl)-1H-benzo[d]imidazol-5-yl)azetidin-2-one